ClC1=C(C=CC(=C1)Cl)C1=CC=C(C=C1)C(=O)OC1CN(CC1)C 2',4'-dichloro-4-{[(1-methylpyrrolidin-3-yl)oxy]carbonyl}-[1,1'-biphenyl]